2,3-dichloro-4-methyl-5-nitropyridine ClC1=NC=C(C(=C1Cl)C)[N+](=O)[O-]